BrC=1C(=C(C(=C2COCC12)I)N)Cl 7-bromo-6-chloro-4-iodo-1,3-dihydroisobenzofuran-5-amine